(5-methyl-1-(6-methylpyridin-3-yl)-1H-imidazol-4-yl)methanol CC1=C(N=CN1C=1C=NC(=CC1)C)CO